((1s,4s)-4-((2-chloro-5-((1-(cyclopropylsulfonyl)pyrrolidin-3-yl)ethynyl)pyridin-4-yl)amino)cyclohexyl)methanol ClC1=NC=C(C(=C1)NC1CCC(CC1)CO)C#CC1CN(CC1)S(=O)(=O)C1CC1